N[C@@H](CC(=O)O)C(NC=1C=NC2=CC=CC=C2C1)=O (S)-3-amino-4-oxo-4-(quinolin-3-ylamino)butanoic acid